6-[[2-oxo-4-(trifluoromethyl)-1-pyridinyl]methyl]-2-azaspiro[3.3]heptane-2-carboxylic acid tert-butyl ester C(C)(C)(C)OC(=O)N1CC2(C1)CC(C2)CN2C(C=C(C=C2)C(F)(F)F)=O